(6-(1H-benzo[d]imidazol-2-yl)pyridin-2-yl)(4-aminopiperidin-1-yl)methanone N1C(=NC2=C1C=CC=C2)C2=CC=CC(=N2)C(=O)N2CCC(CC2)N